(R)-3-amino-4,4-bis(4-chlorophenyl)butanoic acid N[C@H](CC(=O)O)C(C1=CC=C(C=C1)Cl)C1=CC=C(C=C1)Cl